ClC1=NN2C(N=CC(=C2[C@H](C)OC)NC2=CC=C(C=C2)[C@@H](C(F)(F)F)N(C(=O)C2CN(CCC2)C(=O)C2CC2)C)=N1 N-[(1S)-1-[4-({2-chloro-7-[(1S)-1-methoxyethyl]-[1,2,4]triazolo[1,5-a]pyrimidin-6-yl}amino)phenyl]-2,2,2-trifluoroethyl]-1-cyclopropanecarbonyl-N-methylpiperidine-3-carboxamide